1-[1-[2-amino-4-(trifluoromethoxy)benzoyl]-4-piperidyl]-6-(3,6-dihydro-2H-pyran-4-yl)-5-methyl-3H-imidazo[4,5-b]pyridin-2-one NC1=C(C(=O)N2CCC(CC2)N2C(NC3=NC(=C(C=C32)C=3CCOCC3)C)=O)C=CC(=C1)OC(F)(F)F